2-(4-(benzo[d]thiazole-2-yl)phenoxy)N-hydroxyacetamide S1C(=NC2=C1C=CC=C2)C2=CC=C(OCC(=O)NO)C=C2